4-hydroxyhexyloxybiphenyl OC(CCCOC1=C(C=CC=C1)C1=CC=CC=C1)CC